1,2-difluoro-methyl ethylene carbonate C(O)(O)=O.FC(=CF)C